CO[C@H]([C@H](C)N)C (2S,3S)-3-methoxybutane-2-amine